C(C)(C)(C)OC(NC1=CC2=C(N=C(S2)C2=CC=C(C=C2)C=2C=NC(=CC2)N(C)C)C=C1)=O N-[2-[4-[6-(dimethylamino)pyridin-3-yl]phenyl]-1,3-benzothiazol-6-yl]carbamic acid tert-butyl ester